6-amino-1-(chroman-4-yl)-3,4-dihydroquinolin-2(1H)-one NC=1C=C2CCC(N(C2=CC1)C1CCOC2=CC=CC=C12)=O